OC(CCN(C(C(=C)C)=O)CCC(C)O)C N,N-Bis(3-hydroxybutyl)methacrylamide